tert-butyl (3R)-3-[6-[(4-methylpiperazin-1-yl)methyl]-2-[(4-nitrothiophene-2-carbonyl)amino]benzimidazol-1-yl]azepane-1-carboxylate CN1CCN(CC1)CC=1C=CC2=C(N(C(=N2)NC(=O)C=2SC=C(C2)[N+](=O)[O-])[C@H]2CN(CCCC2)C(=O)OC(C)(C)C)C1